ClC1=NC=C(C(=N1)NCC1=CC(=CC=C1)Cl)C 2-chloro-N-(3-chlorobenzyl)-5-methylpyrimidin-4-amine